1-deoxyxylulose 5-phosphate P(=O)(O)(O)OC[C@H]([C@@H](C(C)=O)O)O